C[C@@H]1O[C@@H](CN(C1)C1=CC=CC(=N1)/C=C/C1=CC(=NC=C1)CNC(OC(C)(C)C)=O)C tert-butyl ((4-((E)-2-(6-((2S,6R)-2,6-dimethylmorpholino)pyridin-2-yl)vinyl)pyridin-2-yl)methyl)carbamate